tert-Butyl (1S,4S)-5-(7-bromo-6-chloro-8-fluoro-quinazolin-4-yl)-2,5-diazabicyclo[2.2.1]heptane-2-carboxylate BrC1=C(C=C2C(=NC=NC2=C1F)N1[C@@H]2CN([C@H](C1)C2)C(=O)OC(C)(C)C)Cl